BrC=1C(N(C(=CC1OCC1=C(C=C(C=C1)F)F)C)C1=C(C=C(C=C1)C(CO)O)C)=O 3-bromo-4-[(2,4-difluorobenzyl)oxy]-1-[4-(1,2-dihydroxyethyl)-2-methylphenyl]-6-methylpyridin-2(1H)-one